C(#C)C1=C2C(=CC(=CC2=CC=C1F)O)C1=C(C=2N=C(N=C(C2C=N1)NC[C@H](C)O)OC[C@]12CCCN2C[C@@H](C1)F)F 5-ethynyl-6-fluoro-4-(8-fluoro-2-(((2R,7aS)-2-fluorotetrahydro-1H-pyrrolizin-7a(5H)-yl)methoxy)-4-(((S)-2-hydroxypropyl)amino)pyrido[4,3-d]pyrimidin-7-yl)naphthalene-2-ol